ClP(CC=C(CP(C1CCCC1)(C1CCCC1)(C1CCCC1)Cl)C)(C1CCCC1)(C1CCCC1)C1CCCC1.[Ru+2] ruthenium (II) dichloro(3-methyl-2-butenylene)bis(tricyclopentylphosphine)